C(#N)C=1C(=C(C(=NC1NC(C)C)CCC1=CC=C(C=C1)F)C(=O)OCC)C=1SC(=CC1)C(NCC1=CC(=C(C=C1)F)F)=O ethyl 5-cyano-4-[5-[(3,4-difluorophenyl)methylcarbamoyl]-2-thienyl]-2-[2-(4-fluorophenyl)ethyl]-6-(isopropylamino)pyridine-3-carboxylate